C(#N)C=1C=C(C=CC1)C1=CC=C(C=C1)CN1C=CC2=C(C=CC(=C12)C(=O)NC1CC2(CC(C2)C(=O)O)C1)F (Sa)-6-(1-((3'-cyano-[1,1'-biphenyl]-4-yl)methyl)-4-fluoro-1H-indole-7-carboxamido)spiro[3.3]heptane-2-carboxylic acid